tert-butyl 5-(1-methyl 7-methylsulfanyl-2-oxo-4H-pyrimido[4,5-d]pyrimidin-3-yl)-2-azabicyclo[2.2.1]heptane-2-carboxylate CN1C(N(CC=2C1=NC(=NC2)SC)C2C1CN(C(C2)C1)C(=O)OC(C)(C)C)=O